FC(C1=C(C=C2CCCN(C2=C1)C1=NN(C2=C1CNCC2)C2CCC(CC2)=O)C=2C=NN(C2)C)F 4-{3-[7-(difluoromethyl)-6-(1-methylpyrazol-4-yl)-3,4-dihydro-2H-quinolin-1-yl]-4H,5H,6H,7H-pyrazolo[4,3-c]pyridin-1-yl}cyclohexan-1-one